tri(ethoxy)-2-propoxysilicon C(C)O[Si](OC(C)C)(OCC)OCC